FC(C=1C=C(C=CC1)N1CCCC2=CC(=CC=C12)C1=CC=CC(=N1)C(=O)N)(F)F 6-(1-(3-(trifluoromethyl)-phenyl)-1,2,3,4-tetrahydroquinolin-6-yl)picolinamide